N-methyl-1-(7'H,9'H-spiro[cyclopropane-1,6'-[1,3]dioxazolo[4,5-h]isochromene]-9'-yl)methylamine CNCC1OCC2(C=3C=CC4=C(C13)ONO4)CC2